3-dibutylamino-N,N-dimethylpropionamide C(CCC)N(CCC(=O)N(C)C)CCCC